C1(=CC=CC=C1)C(=CC(=O)O)C1=CC=CC=C1 3,3-diphenylacrylic acid